4'-(3-Methoxypropyl)-[1,1'-biphenyl] COCCCC1=CC=C(C=C1)C1=CC=CC=C1